O1NC(=CC2=C1C=CC=C2)C#N benzoxazine-nitrile